C(#N)C1=C(C=C(O)C(=C1)C#N)O 4,6-dicyanoresorcinol